(S)-2-amino-2-(4-ethylsulfonylphenyl)ethanol N[C@H](CO)C1=CC=C(C=C1)S(=O)(=O)CC